FC1=C(C(=CC(=C1)OC1CN(C1)CCCF)F)[C@H]1N([C@@H](CC2=CC(=CC=C12)O)C)CC(C)(F)F (1S,3R)-1-(2,6-difluoro-4-((1-(3-fluoropropyl)azetidin-3-yl)oxy)phenyl)-2-(2,2-difluoropropyl)-3-methyl-1,2,3,4-tetrahydroisoquinolin-6-ol